cis-glycine NCC(=O)O